ClCCOC1OC(C(C(C1NC(C)=O)O)O)CO N-(2-(2-chloroethoxy)-4,5-dihydroxy-6-(hydroxymethyl)tetrahydro-2H-pyran-3-yl)acetamide